C(C)(C)(C)OC(=O)NC=1C=C(N(C1)C)C(=O)N1CC2=CC=C(C=C2C1)NC(OCC=C)=O allyl (2-(4-((tert-butoxycarbonyl)amino)-1-methyl-1H-pyrrole-2-carbonyl)isoindolin-5-yl)carbamate